3-{3'-bromo-4-fluoro-[1,1'-biphenyl]-2-yl}-4-methyl-1,2,4-triazole BrC=1C=C(C=CC1)C1=C(C=C(C=C1)F)C1=NN=CN1C